CP(=O)(C)C1=CC(=C(C=C1)NCC#CC1=C(C2=C(S1)C(=CC=C2)NC2C(CN(CC2)C)F)CC#N)OC 2-(2-(3-((4-(dimethylphosphoryl)-2-methoxyphenyl)amino)prop-1-yn-1-yl)-7-(((Z)-3-fluoro-1-methylpiperidin-4-yl)amino)benzo[b]thiophen-3-yl)acetonitrile